4-((4-(3,5-Dichlorophenyl)piperazin-1-yl)sulfonyl)-3-fluoroaniline ClC=1C=C(C=C(C1)Cl)N1CCN(CC1)S(=O)(=O)C1=C(C=C(N)C=C1)F